4-chloro-5-(3-(5-fluoro-2-(trifluoromethyl)benzyl)-5,6-dihydroimidazo[1,2-a]pyrazine-7(8H)-yl)pyridazin-3(2H)-one ClC=1C(NN=CC1N1CC=2N(CC1)C(=CN2)CC2=C(C=CC(=C2)F)C(F)(F)F)=O